(S)-N-(1-(3,5-bis(trifluoromethyl)phenyl)ethyl)-2-(2,4-dioxo-1,4-dihydroquinazolin-3(2H)-yl)acetamide FC(C=1C=C(C=C(C1)C(F)(F)F)[C@H](C)NC(CN1C(NC2=CC=CC=C2C1=O)=O)=O)(F)F